C(C1=CC=CC=C1)(=O)OC=CC (benzoyloxy)-1-propen